OC(C(=O)O)(C)C1=C(C(=C(C(=C1[2H])[2H])[2H])[2H])[2H] 2-hydroxy-2-(phenyl-d5)propionic acid